NC1=C2CN(C(C2=C(C=C1C#N)Br)=O)C1C(NC(CC1)=O)=O 4-amino-7-bromo-2-(2,6-dioxo-3-piperidyl)-1-oxo-isoindoline-5-carbonitrile